tert-butyl 7-chloro-3-methyl-3,4-dihydro-1,8-naphthyridine-1(2H)-carboxylate ClC1=CC=C2CC(CN(C2=N1)C(=O)OC(C)(C)C)C